(R)-3-(6-bromo-3-((5-(5-(difluoromethyl)-1,3,4-oxadiazol-2-yl)pyridin-2-yl)methyl)-5-fluoro-2-oxo-2,3-dihydro-1H-benzo[d]imidazol-1-yl)piperidine-1-carboxylic acid tert-butyl ester C(C)(C)(C)OC(=O)N1C[C@@H](CCC1)N1C(N(C2=C1C=C(C(=C2)F)Br)CC2=NC=C(C=C2)C=2OC(=NN2)C(F)F)=O